NCCOCCNC(C1=C(C=C(C=C1)NC=1C=2N(C=CN1)C(=CN2)C=2C(=NN(C2)CC#C)C(F)(F)F)C)=O N-[2-(2-aminoethoxy)ethyl]-2-methyl-4-[[3-[1-prop-2-ynyl-3-(trifluoromethyl)pyrazol-4-yl]imidazo[1,2-a]pyrazin-8-yl]amino]benzamide